CN1CCNCC1.CN1CCNCC1.[Sn] tin bis(N-methylpiperazine)